(3R)-3-(fluoromethyl)-1-(2-(4-((tetrahydro-2H-pyran-2-yl)oxy)phenoxy)ethyl)pyrrolidine FC[C@H]1CN(CC1)CCOC1=CC=C(C=C1)OC1OCCCC1